(R)-2-((1-(2-(3-fluorophenyl)-3,7-dimethyl-4-oxo-4H-pyrido[1,2-a]pyrimidin-9-yl)ethyl)amino)benzoic acid FC=1C=C(C=CC1)C=1N=C2N(C(C1C)=O)C=C(C=C2[C@@H](C)NC2=C(C(=O)O)C=CC=C2)C